FC=1C=2N(C=CC1)N=C(C2)[C@H]2N(CCC1=C2N=CN1)C(=O)C1=C(N=C(O1)C(C)(C)O)C(F)(F)F (S)-(4-(4-fluoropyrazolo[1,5-a]pyridin-2-yl)-6,7-dihydro-1H-imidazo[4,5-c]pyridin-5(4H)-yl)(2-(2-hydroxypropan-2-yl)-4-(trifluoromethyl)oxazol-5-yl)methanone